tert-Butyl [(2R)-2-ethyl-4-(4-methoxybenzyl)-2,3,4,5-tetrahydropyrido[2,3-f][1,4]oxazepin-7-yl]carbamate C(C)[C@H]1OC2=C(CN(C1)CC1=CC=C(C=C1)OC)N=C(C=C2)NC(OC(C)(C)C)=O